1,2,3,4-tetramethyl-1,3-cyclohexadiene CC1=C(C(=C(CC1)C)C)C